ClC=1C=C(C=CC1F)NC(=O)C=1N(C=C2C1CCCCC2NC(OCC2=NN(C=N2)C)=O)C (1-methyl-1H-1,2,4-triazol-3-yl)methyl (1-((3-chloro-4-fluorophenyl)carbamoyl)-2-methyl-2,4,5,6,7,8-hexahydrocyclohepta[c]pyrrol-4-yl)carbamate